(trifluoromethyl)bicyclo[1.1.1]pentane-1-carboxamide FC(F)(F)C1C2(CC1C2)C(=O)N